ClC=1C=C(C=C(C1)Cl)[C@]1(CC(=NO1)C=1C=C(C(=CC1)C)C(=O)NCC(NCC(F)(F)F)=O)C(F)(F)F |r| 4-[(5RS)-5-(3,5-Dichlorophenyl)-4,5-di-hydro-5-trifluoromethyl-1,2-oxazol-3-yl]-N-[2-oxo-2-(2,2,2-trifluoroethylamino)ethyl]-o-toluamide